1-(4-{4-[3-methyl-4-({[(1R)-1-phenylethoxy]carbonyl}amino)-1,2-oxazol-5-yl]piperidin-1-yl}phenyl)cyclopropane-1-carboxylic acid CC1=NOC(=C1NC(=O)O[C@H](C)C1=CC=CC=C1)C1CCN(CC1)C1=CC=C(C=C1)C1(CC1)C(=O)O